1,1-Dioxin O1CC=CC=C1